C(C)(C)N(C1=CC2=C(C(=N1)CNC)CN(C2=O)C2=NC(=CC=C2)C2=NN=CN2C2=CC=C(C=C2)C)C 6-(isopropyl(methyl)amino)-4-((methylamino)methyl)-2-(6-(4-(p-tolyl)-4H-1,2,4-triazol-3-yl)pyridin-2-yl)-2,3-dihydro-1H-pyrrolo[3,4-c]pyridin-1-one